(1S,3R)-3-(3-{[(2-methoxy-1,3-thiazol-5-yl)acetyl]amino}-1H-pyrazol-5-yl)cyclopentyl propylcarbamate C(CC)NC(O[C@@H]1C[C@@H](CC1)C1=CC(=NN1)NC(CC1=CN=C(S1)OC)=O)=O